FC=1C=CC=C2C(=CN=CC12)N1N=CC(=C1C(F)(F)F)C(=O)OCC ethyl 1-(8-fluoroisoquinolin-4-yl)-5-(trifluoromethyl)-1H-pyrazole-4-carboxylate